2-oxo-2,3-dihydro-1H-imidazole-1-carboxamide O=C1N(C=CN1)C(=O)N